bicyclo[2.2.1]Hept-5-en-2-heptanoic acid methyl ester COC(CCCCCCC1C2C=CC(C1)C2)=O